FC(C(=O)Cl)(C(C(C(C(C(C(F)(F)F)(F)F)(F)F)(F)F)(F)F)(F)F)F perfluorocaprylyl chloride